C1C(C(C(C(O1)(CO)O)O)O)O β-D-(-)-fructose